EthyleneSulfate C1COS(=O)(=O)O1